ClC1=C(C2=C(N=C1)N(C=C2)CO)C(=O)OC methyl 5-chloro-1-(hydroxymethyl)-1H-pyrrolo[2,3-b]pyridine-4-carboxylate